2-(4-ethylphenyl)propan-2-ol C(C)C1=CC=C(C=C1)C(C)(C)O